Cl.C1(CC1)CN1C(N(C(C12CCNCC2)=O)C2=NC=CC(=C2)C(F)(F)F)=O 1-(cyclopropylmethyl)-3-(4-(trifluoromethyl)pyridin-2-yl)-1,3,8-triazaspiro[4.5]decane-2,4-dione hydrochloride